OC1=C(N=C(N(C1=O)C)C=1C=C(C(=O)OC)C=C(C1)C)C(NC=1C=NOC1)=O methyl 3-(5-hydroxy-4-(isoxazol-4-ylcarbamoyl)-1-methyl-6-oxo-1,6-dihydropyrimidin-2-yl)-5-methylbenzoate